FC(C(=O)O)(F)F.COC=1C=C(C=CC2=NC(=NC(=C2)C=CC2=CC(=C(C=C2)OC)OC)OCCNC(=N)N)C=CC1OC 2-(4,6-bis(3,4-dimethoxystyryl)pyrimidin-2-oxy)ethylguanidine trifluoroacetate